1,3-bis(2-isocyanatopropyl)benzene N(=C=O)C(CC1=CC(=CC=C1)CC(C)N=C=O)C